The molecule is a hydrobromide that is obtained by reaction of scopolamine with hydrogen bromide. It has a role as a muscarinic antagonist. It contains a scopolamine(1+). CN1[C@@H]2CC(C[C@H]1[C@H]3[C@@H]2O3)OC(=O)[C@H](CO)C4=CC=CC=C4.Br